2,6-dichloro-4-hydroxypyridine ClC1=NC(=CC(=C1)O)Cl